(E)-2-((5aR,5bS,7aS,10aS,10bR)-2-amino-5a,7a-dimethyl-4,5,5a,5b,6,7,7a,9,10,10a,10b,11-dodecahydro-8H-cyclopenta[7,8]phenanthro[2,1-d]thiazol-8-ylidene)hydrazine-1-carbothioamide NC=1SC2=C(N1)CC[C@@]1([C@H]3CC[C@]\4([C@H]([C@@H]3CC=C12)CC/C4=N\NC(N)=S)C)C